OC12CC3CC(CC(C1C(=O)O)C3)C2 3-hydroxy-4-adamantanecarboxylic acid